4-(4-(4,5-DIHYDROISOXAZOL-3-YL)THIAZOL-2-YL)PIPERIDIN O1N=C(CC1)C=1N=C(SC1)C1CCNCC1